FC1=CC=C(C=C1)C1SCC(N1C1=C(C=C(C=C1)C=1OC(=NN1)C(F)(F)F)C)=O 2-(4-Fluorophenyl)-3-{2-methyl-4-[5-(trifluoromethyl)-1,3,4-oxadiazol-2-yl]phenyl}-1,3-thiazolidin-4-one